6-(4,4,5,5-tetramethyl-1,3,2-dioxaborolan-2-yl)-1,3-benzothiazol-2-amine CC1(OB(OC1(C)C)C1=CC2=C(N=C(S2)N)C=C1)C